isotridecyl alcohol sodium sulfate S(=O)(=O)([O-])[O-].[Na+].C(CCCCCCCCCC(C)C)O.[Na+]